FC=1C=C(C(=O)N2CCN(C3=CC=CC=C23)C[C@H]2CN(CC2)C)C=CC1 (R)-4-(3-fluorobenzoyl)-N-((1-methylpyrrolidin-3-yl)methyl)-3,4-dihydroquinoxaline